C(C)(C)(C)OC(=O)N1CC(N(CC1)C1=NC=NC(=N1)Cl)C(C)C 4-(4-chloro-1,3,5-triazin-2-yl)-3-isopropylpiperazine-1-carboxylic acid tert-butyl ester